5-ethyl-2-(4-methoxyphenyl)oxazol C(C)C1=CN=C(O1)C1=CC=C(C=C1)OC